COC=1C=C2C(=CNC2=CC1OC)CCN(C)C 2-(5,6-dimethoxy-1H-indol-3-yl)-N,N-dimethylethan-1-amine